4-[1-(azetidin-3-yl)pyrazol-4-yl]-2-[(2S)-2-methylazetidin-1-yl]-6-(trifluoromethyl)pyrimidine N1CC(C1)N1N=CC(=C1)C1=NC(=NC(=C1)C(F)(F)F)N1[C@H](CC1)C